OC(C(C#N)=C)CN1C(C2=CC=CC(=C2C1)C1=CC=C2C=NN(C2=C1)C)=O 3-hydroxy-4-[4-(1-methyl-1H-indazol-6-yl)-1-oxo-2,3-dihydro-1H-isoindol-2-yl]-2-methylidenebutanenitrile